O1COC2=C1C=CC(=C2)C=2C=C1CCN(CC1=CC2)C(=O)NC2=CNC1=CC=CC=C21 6-(benzo[d][1,3]dioxolane-5-yl)-N-(1H-indol-3-yl)-3,4-dihydroisoquinoline-2(1H)-Formamide